2-((4-(4-acetylpiperazin-1-yl)phenyl)amino)-8-(2-(azetidin-3-yl)ethyl)pyrido[2,3-d]pyrimidin-7(8H)-one TFA salt OC(=O)C(F)(F)F.C(C)(=O)N1CCN(CC1)C1=CC=C(C=C1)NC=1N=CC2=C(N1)N(C(C=C2)=O)CCC2CNC2